OC1=CC=CC2=C1C(=C(O2)C(=O)N/N=C/C2=CC(=CC=C2)F)C (E)-4-hydroxy-N'-(3-fluorobenzylidene)-3-methylbenzofuran-2-carbohydrazide